4H,5H,6H-cyclopenta[d][1,3]thiazole S1C=NC2=C1CCC2